C(C1=CC=CC=C1)OC(=O)[C@H]1N(C([C@@H]1CC1=CN=C(S1)NC(=O)OC(C)(C)C)=O)C(N[C@H](C)C1=CC=CC=C1)=O (2S,3R)-3-({2-[(tert-butoxycarbonyl)amino]-1,3-thiazol-5-yl}methyl)-4-oxo-1-{[(1R)-1-phenylethyl]Carbamoyl}azetidine-2-carboxylic acid benzyl ester